[4-({[4-(phenylmethoxy)phenyl]amino}carbonyl)-1,5-dimethyl-1H-pyrrol-2-yl]-4-chloro-5-fluorobenzoic acid methyl ester COC(C1=C(C=C(C(=C1)F)Cl)C=1N(C(=C(C1)C(=O)NC1=CC=C(C=C1)OCC1=CC=CC=C1)C)C)=O